OC1=CC=C(C=C1)[C@@H]1COC2=C(C(=CC=C2[C@@H]1C1=CC=C(C=C1)O)O)C cis-3-(4-hydroxyphenyl)-4-(4-hydroxyphenyl)-8-methylchroman-7-ol